Amino-6-chloropyridin-3-ol NC1=NC(=CC=C1O)Cl